NC1=NC=C(C2=C1C(=C(N2C)C2=C(C=C(C=C2)NC(C(=C)C)=O)F)C2=CC(=C(C=C2)OC2=NC(=CC=C2)C)F)C#N N-(4-(4-amino-7-cyano-3-(3-fluoro-4-((6-methylpyridin-2-yl)oxy)phenyl)-1-methyl-1H-pyrrolo[3,2-c]pyridin-2-yl)-3-fluorophenyl)methacrylamide